C[C@@H]1CN(C[C@H]2N1CC1=CC(=CC=C21)C2CC1COCC(C2)N1)C1=CC(N(C2=NC=CC=C12)C)=O 4-[(4R,10bS)-4-methyl-8-(endo-3-oxa-9-azabicyclo[3.3.1]nonan-7-yl)-3,4,6,10b-tetrahydro-1H-pyrazino[2,1-a]isoindol-2-yl]-1-methyl-1,8-naphthyridin-2-one